C(C1=CC=CC=C1)OC(=O)NC=1C(=C(C=CC1)[C@@](CC(=O)OC)(C)NC(NC1CCOCC1)=NC(=O)OC(C)(C)C)Cl Methyl (3S)-3-[3-(benzyloxycarbonylamino)-2-chlorophenyl]-3-{[N'-tert-butoxycarbonyl-N-(tetrahydropyran-4-yl)carbamimidoyl]amino}butanoate